8,13-dioxo-7,9-dioxa-3,14-diazahexadecan-16-yloctadeca-9,12-dienoate O=C(OCCCNCC)OCCCC(NCCOC(CCCCCCCC=CCC=CCCCCC)=O)=O